[Si](C1=CC=CC=C1)(C1=CC=CC=C1)(C(C)(C)C)OC1CC(CC1)(C)C(CC#N)=O 3-(3-((tert-butyldiphenylsilyl)oxy)-1-methylcyclopentyl)-3-oxopropanenitrile